3-chloro-1-methyl-2-oxo-1,2-dihydropyridine ClC=1C(N(C=CC1)C)=O